4,4-di(aminomethyl)biphenyl NCC1(CC=C(C=C1)C1=CC=CC=C1)CN